C(C1=CC=CC=C1)OC1=C(OC=CC1=O)C(=O)O 3-(benzyloxy)-4-oxo-4H-pyran-2-carboxylic acid